ClC1=NC=CC(=C1)COC1=CC=C(CC2=NOC(=C2)C=2C=NC=CC2)C=C1 3-(3-(4-((2-chloropyridin-4-yl)methoxy)benzyl)isoxazol-5-yl)pyridin